N1(N=CC=C1)C1=CC=C(CN2C3=C(C=C2)SC=C3C(=O)NC3CC2(CC(C2)C(=O)O)C3)C=C1 6-(4-(4-(1H-pyrazol-1-yl)benzyl)-4H-thieno[3,2-b]pyrrole-3-carboxamido)spiro[3.3]heptane-2-carboxylic acid